FC1(C(C(=CC=C1O)I)O)F 2,2-Difluoro-6-iodo-1,3-benzenediol